C(#N)C1=C(SC=C1C1=C(C=CC=C1)Br)NC(=O)NCCCCN1CCCC1 1-[3-cyano-4-(2-bromophenyl)thiophen-2-yl]-3-[4-(pyrrolidin-1-yl)butyl]urea